(3-aminopropyl)-3-methylimidazole NCCCC1=NC=CN1C